5-((3-(trans-3-(3-cyclopropyl-4-(quinoxalin-2-yl)-1H-pyrazol-1-yl)cyclobutyl)propyl)amino)-2-(2,6-dioxopiperidin-3-yl)isoindoline-1,3-dione C1(CC1)C1=NN(C=C1C1=NC2=CC=CC=C2N=C1)[C@@H]1C[C@H](C1)CCCNC=1C=C2C(N(C(C2=CC1)=O)C1C(NC(CC1)=O)=O)=O